(2R)-1-(9H-fluoren-9-ylmethoxycarbonyl)azetidine-2-carboxylic acid C1=CC=CC=2C3=CC=CC=C3C(C12)COC(=O)N1[C@H](CC1)C(=O)O